N1C(NC=C1)=N 1H-imidazole-imine